CC1=CC[C@@H](CC1)C(CCO)C 3-[(1R)-4-methyl-3-cyclohexen-1-yl]-1-butanol